BrC1=CC=C(C=C1)N1CCN(CC1)C1=CC2=C(NC(=N2)C(F)(F)F)C=C1 5-(4-(4-bromophenyl)piperazin-1-yl)-2-(trifluoromethyl)-1H-benzo[d]imidazole